1-(5-chloro-2-fluorophenyl)-N-(4-methoxyphenyl)-5-(quinoxalin-6-yl)-1H-pyrazole-3-carboxyamide ClC=1C=CC(=C(C1)N1N=C(C=C1C=1C=C2N=CC=NC2=CC1)CC(=O)NC1=CC=C(C=C1)OC)F